(7S)-4,7,8-trimethyl-2-(((1-(4-(trifluoromethyl)benzyl)-1H-pyrazol-4-yl)methyl)amino)-7,8-dihydropteridin-6(5H)-one CC1=NC(=NC=2N([C@H](C(NC12)=O)C)C)NCC=1C=NN(C1)CC1=CC=C(C=C1)C(F)(F)F